6-(2,8-dimethylimidazo[1,2-b]pyridazin-6-yl)-2-(1-ethylpiperidin-4-yl)-8-fluoroquinoxaline CC=1N=C2N(N=C(C=C2C)C=2C=C3N=CC(=NC3=C(C2)F)C2CCN(CC2)CC)C1